N-(propan-2-yl)pyridine-3-carboxamide tert-butyl(5,6-difluoro-4-hydroxynaphthalen-2-yl)carbamate C(C)(C)(C)N(C(O)=O)C1=CC2=CC=C(C(=C2C(=C1)O)F)F.CC(C)NC(=O)C=1C=NC=CC1